monosilyl-silane tris(2,4-di(tert-butyl)phenyl)phosphate C(C)(C)(C)C1=C(C=CC(=C1)C(C)(C)C)OP(=O)(OC1=C(C=C(C=C1)C(C)(C)C)C(C)(C)C)OC1=C(C=C(C=C1)C(C)(C)C)C(C)(C)C.[SiH3][SiH3]